CC1=C(C2=CC=CC=C2C=C1)C1=CC=CC2=CC=C(C=C12)C 2,7'-dimethyl-1,1'-binaphthyl